C(C)(C)(C)OC(=O)N1CCC(CC1)OCC(=O)OC 4-(2-Methoxy-2-oxoethoxy)piperidine-1-carboxylic acid tert-butyl ester